4'-({3-[imino(methyl)oxo-lambda6-sulfanyl]-1-(4-methoxybenzoyl)pyrrolidin-3-yl}methoxy)-[1,1'-biphenyl]-4-carbonitrile N=S(C1(CN(CC1)C(C1=CC=C(C=C1)OC)=O)COC1=CC=C(C=C1)C1=CC=C(C=C1)C#N)(=O)C